(4S)-hydroxy-L-proline ON1[C@@H](CCC1)C(=O)O